N1N=NC=2N=NC=CC21 [1,2,3]triazolo[4,5-c]pyridazine